3-Methyl-5-((1-(1-methyl-1H-pyrazol-4-yl)-1H-indazol-6-yl)amino)-5,6,7,8-tetrahydronaphthalene-2-carbonitrile CC=1C(=CC=2CCCC(C2C1)NC1=CC=C2C=NN(C2=C1)C=1C=NN(C1)C)C#N